[Ni](Br)Br Nickel(II) bromid